C(C)N1N=C(C2=C1C(NCC1(CCOCC1)C2)=O)C[C@H](COC(C2=CC=C(C=C2)S(=O)(=O)C2CCCC2)=O)C 4-Cyclopentylsulfonylbenzoic acid [(2R)-3-(1-ethyl-8-oxo-spiro[6,7-dihydro-4H-pyrazolo[3,4-c]azepin-5,4'-tetrahydropyran]-3-yl)-2-methyl-propyl] ester